3-[[(2R,5R)-2-[[bis(4-methoxyphenyl)-phenyl-methoxy]methyl]-5-(2,4-dioxopyrimidin-1-yl)-4-fluoro-4-methyl-tetrahydrofuran-3-yl]oxy-(diisopropylamino)phosphanyl]oxypropanenitrile COC1=CC=C(C=C1)C(OC[C@H]1O[C@H](C(C1OP(OCCC#N)N(C(C)C)C(C)C)(C)F)N1C(NC(C=C1)=O)=O)(C1=CC=CC=C1)C1=CC=C(C=C1)OC